FC(C=1OC(=CC1C(=O)NC1=NC(=NS1)OC(C)C)C1=CC(=CC=C1)OC)(F)F 2-(trifluoromethyl)-5-(3-methoxyphenyl)-N-(3-(2-propoxy)-1,2,4-thiadiazol-5-yl)furan-3-carboxamide